NC(CC(=O)O)C(NC(CC(=O)OC1CCCCC1)CC)=O 3-Amino-3-{[1-(cyclohexyloxy)-1-oxopentan-3-yl]carbamoyl}propanoic acid